C(C(=C)C)(=O)OC1=C(C=CC=C1)NCC 2-ethylaminophenyl methacrylate